CC1=C(C(=CC(=C1)C)C)S(=O)(=O)F 2,4,6-trimethylbenzenesulfonyl fluoride